[N+]=1(PC=CC1)[O-] azaphosphole oxide